octamethylparaben COC1(C(C(C(C(OC)=O)(C=C1)C)(C)C)(C)C)C